OC(C)(C)C1=NC(=NC=C1)OCC1=C(N=NN1C)C1=CC=C(C(=N1)C)OC1CC2CCC(C2C1)C(=O)O 5-((6-(5-(((4-(2-hydroxypropan-2-yl)pyrimidin-2-yl)oxy)methyl)-1-methyl-1H-1,2,3-Triazol-4-yl)-2-methylpyridin-3-yl)oxy)octahydropentalene-1-carboxylic acid